3-(tert-butyl)-9,10-bis(2-carboxycyclohexyl)carbonyloxyanthracene C(C)(C)(C)C=1C=CC2=C(C3=CC=CC=C3C(=C2C1)OC(=O)C1C(CCCC1)C(=O)O)OC(=O)C1C(CCCC1)C(=O)O